1,4-hydroquinonedibenzoate C1(O)(C=CC(O)(C=C1)C1=CC=CC=C1C(=O)[O-])C1=CC=CC=C1C(=O)[O-]